O=C([C@H](C[C@H]1C(NCC1)=O)NC(=O)[C@H]1N(C[C@H]2[C@@H]1CCC2)C(=O)[C@@H]2OCCC2)COC(F)(F)F (1S,3ar,6as)-N-((S)-3-oxo-1-((S)-2-oxopyrrolidin-3-yl)-4-(trifluoromethoxy)butan-2-yl)-2-((R)-tetrahydrofuran-2-carbonyl)octahydrocyclopenta[c]pyrrole-1-carboxamide